(2,2-dimethyl-1,3-dioxan-5-yl)methyl 4-methylbenzenesulfonate CC1=CC=C(C=C1)S(=O)(=O)OCC1COC(OC1)(C)C